NC1(CC1)CNC1=NC(=C2C(=N1)N(N=C2)C)NC2=CC(=C(C=C2)C(F)(F)F)F N6-[(1-aminocyclopropyl)methyl]-N4-[3-fluoro-4-(trifluoromethyl)phenyl]-1-methyl-pyrazolo[3,4-d]pyrimidine-4,6-diamine